CC(C)P(C1=C(C=CC=C1)P(C(C)C)C(C)C)C(C)C 1,2-bis(di-2-propylphosphino)benzene